C(C)(C)(C)OC(=O)N1CCN(CC1)C1=NC=C(C=C1N)Br 4-(3-amino-5-bromopyridin-2-yl)piperazine-1-carboxylic acid tert-butyl ester